(E)-2-((1H-indol-3-yl)methylene)-1-(3,4,5-trimethoxyphenyl)butan-1-one N1C=C(C2=CC=CC=C12)\C=C(\C(=O)C1=CC(=C(C(=C1)OC)OC)OC)/CC